2-(6-(azetidin-3-yl)-5-chloro-7H-pyrrolo[2,3-c]pyridazin-3-yl)phenol N1CC(C1)C1=C(C2=C(N=NC(=C2)C2=C(C=CC=C2)O)N1)Cl